FC(C=1C=C(CNC2=C3N=CN(C3=NC(=N2)C=2C=NC=C(C2)OC)[C@H]2[C@@H]([C@@H]([C@H](O2)C(=O)NC)O)O)C=CC1)(F)F (2S,3S,4R,5R)-5-(6-(3-(trifluoromethyl)benzylamino)-2-(5-methoxypyridin-3-yl)-9H-purin-9-yl)-3,4-dihydroxyl-N-methyl-tetrahydrofuran-2-formamide